C(CCC)C1=CC=C(C=C1)NC1=CC=C(C=C1)N(C1=CC=CC=C1)C1=CC=CC=C1 N,N'-(4-butylphenyl)-N,N-diphenyl-1,4-phenylenediamine